CC1=C(C(CCC1)(C)C)/C=C/C(=C/C=C/C(=C/C=C/C=C(\\C)/C=C/C=C(/C)\\C=C\\C2=C(CCCC2(C)C)C)/C)/C The molecule is a carotenoid having the structure of beta-carotene but with a cis double bond at the 9,10-position. It has a role as a biological pigment.